lithium bis(perfluoroethanesulfonyl) borate B(OS(=O)(=O)C(C(F)(F)F)(F)F)(OS(=O)(=O)C(C(F)(F)F)(F)F)[O-].[Li+]